CC(C)(COC(=O)C=C)COC(=O)C=C 2,2-Dimethyltrimethylene acrylate